C(C1=CC=CC=C1)NC([C@H](CC)OC1=CC(=C(C=C1)F)C(F)(F)F)=O (2S)-N-benzyl-2-(4-fluoro-3-trifluoromethylphenoxy)-butyramide